C(#CCC)C1=C(C=C(N=N1)C=1C=NC=NC1)[C@@H]1[C@H](C1)C(F)F 5-(6-(But-1-yn-1-yl)-5-((1S,2S)-2-(difluoromethyl)cyclopropyl)pyridazin-3-yl)pyrimidine